[2H][C@@](CCCN1C(C2=C(C(=C(C=C2C=C1)C1=NC=C(C=N1)C(F)(F)F)F)F)=O)(C)NC=1C=NNC(C1C(F)(F)F)=O 2-[(4S)-4-deuterio-4-[[6-oxo-5-(trifluoromethyl)-1H-pyridazin-4-yl]amino]pentyl]-7,8-difluoro-6-[5-(trifluoromethyl)pyrimidin-2-yl]isoquinolin-1-one